OC1=CC=C(C=2C(C3=C(C=CC(=C3C(C12)=O)NC1=CC=C(C=C1)CCO)NC1=CC=C(C=C1)CCO)=O)O 1,4-dihydroxy-5,8-bis((4-(2-hydroxyethyl)phenyl)amino)anthracene-9,10-dione